2-Bromo-5-(5-cyclopropylpyridin-2-yl)oxazole Tin [Sn].BrC=1OC(=CN1)C1=NC=C(C=C1)C1CC1